BrC1=CC=CC2=C1SC(=C2)C2=C(C(=NC(=C2C(=O)N)CC(C)C)CCC2=CC=C(C=C2)F)C(=O)NN 4-(7-bromobenzo[b]thiophen-2-yl)-6-(4-fluorophenethyl)-5-(hydrazinecarbonyl)-2-isobutylnicotinamide